ClC1=C(C=CC(=C1OC=1C(=C2C(NC=NC2=CC1)=O)Cl)F)NC(OC(C)(C)C)=O tert-butyl (2-chloro-3-((5-chloro-4-oxo-3,4-dihydroquinazolin-6-yl)oxy)-4-fluorophenyl)carbamate